tert-butyl (((1s,4s)-4-(aminomethyl)cyclohexyl)methyl)carbamate NCC1CCC(CC1)CNC(OC(C)(C)C)=O